NC1=NC(=NC(=N1)NC1=CC=C(C=C1)C#N)OC1=CC=2C3=C(NC2C=C1)C(CC3)CC(=O)O 2-(7-((4-amino-6-((4-cyanophenyl)amino)-1,3,5-triazin-2-yl)oxy)-1,2,3,4-tetrahydrocyclopenta[b]indol-3-yl)acetic acid